tert-butyl N-[1-[4-(3,4-dichloro-2-fluoro-anilino)pyrido[3,2-d]pyrimidin-6-yl]pyrrolidin-3-yl]carbamate ClC=1C(=C(NC=2C3=C(N=CN2)C=CC(=N3)N3CC(CC3)NC(OC(C)(C)C)=O)C=CC1Cl)F